N-octadecyl-2-phenyl-3,5,7-tribenzyloxyquinolin-4-one C(CCCCCCCCCCCCCCCCC)N1C(=C(C(C2=C(C=C(C=C12)OCC1=CC=CC=C1)OCC1=CC=CC=C1)=O)OCC1=CC=CC=C1)C1=CC=CC=C1